5-chloro-N2-(3,5-dimethoxyphenyl)-N4-(2-Dimethylphosphonoanilino)pyrimidine-2,4-diamine ClC=1C(=NC(=NC1)NC1=CC(=CC(=C1)OC)OC)NNC1=C(C=CC=C1)P(=O)(OC)OC